4-(2-Dimethylamino-ethoxy)-N-[8-(6-methoxy-pyridin-2-yl)-2,3-dihydro-benzo[1,4]dioxin-2-ylmethyl]-benzamide CN(CCOC1=CC=C(C(=O)NCC2COC3=C(O2)C(=CC=C3)C3=NC(=CC=C3)OC)C=C1)C